2-methyl-4'-(Trifluoromethoxy)-[1,1'-biphenyl]-3-carboxylic acid CC1=C(C=CC=C1C(=O)O)C1=CC=C(C=C1)OC(F)(F)F